2-((2-(3-((3-amino-6-methoxypyridin-2-yl)(tert-butoxycarbonyl)amino)propyl)-4-fluorophenyl)amino)-5-(trifluoromethoxy)benzoic acid NC=1C(=NC(=CC1)OC)N(CCCC1=C(C=CC(=C1)F)NC1=C(C(=O)O)C=C(C=C1)OC(F)(F)F)C(=O)OC(C)(C)C